[Al].CC1=CC=C(C=C1)NC=O N-(4-methylphenyl)formamide aluminium